3-benzyloxy-2,3,4,5-tetrahydrooxepin C(C1=CC=CC=C1)OC1COC=CCC1